O1COC2=C1C=CC(=C2)C(=O)[O-] benzo[d][1,3]dioxole-5-carboxylate